tert-Butyl 5-(4-(2-chloropropanamido)-2,6-difluorophenyl)-3-(1-methyl-1H-pyrazol-4-yl)-1H-pyrazolo[3,4-c]pyridine-1-carboxylate ClC(C(=O)NC1=CC(=C(C(=C1)F)C=1C=C2C(=CN1)N(N=C2C=2C=NN(C2)C)C(=O)OC(C)(C)C)F)C